3-(2-methoxyethyl)-6-nitro-1-(2-(piperidin-1-yl)ethyl)quinazoline-2,4(1H,3H)-dione COCCN1C(N(C2=CC=C(C=C2C1=O)[N+](=O)[O-])CCN1CCCCC1)=O